FC=1C=C(C=CC1N1CCN(CC1)CC#C)C1=NC=NC2=CC=C(C=C12)C1=CC(=NC=C1)N 4-(4-(3-fluoro-4-(4-(prop-2-yn-1-yl)piperazin-1-yl)phenyl)quinazolin-6-yl)pyridin-2-amine